4-bromo-3-methyl-7-(trifluoromethyl)quinoline BrC1=C(C=NC2=CC(=CC=C12)C(F)(F)F)C